COC=1C=C(C=CC1OC)C=1NC2=CC=C(C=C2C1C(C)C)N1CCC(CC1)N1CCN(CCC1)C 2-(3,4-dimethoxyphenyl)-3-isopropyl-5-(4-(4-methyl-1,4-diazepan-1-yl)piperidin-1-yl)-1H-indole